BrC1=CC=C(C=C1)C(C(CN1N=C(C=C1)C1=CC=CC=C1)I)=O 1-(4-bromophenyl)-2-iodo-3-(3-phenyl-1H-pyrazol-1-yl)propan-1-one